C(C)C1N(C(C2=CC(=C(C=C12)OC)OC)=O)C1=NC(=NC(=C1)F)C1=NC=CC=N1 3-ethyl-2-(6-fluoro-[2,2'-bipyrimidin]-4-yl)-5,6-dimethoxyisoindolin-1-one